O=C1N(C(C2=CC=CC=C12)=O)C1CN(CCC1)C(=O)N([C@H]1CNCCC1)C1=NC=CC2=CC=CC(=C12)C 3-(1,3-dioxoisoindolin-2-yl)-N-(8-methylisoquinolin-1-yl)-N-((R)-piperidin-3-yl)piperidine-1-carboxamide